FC1=CC=C(C=C1)N1C(C(=CC=C1OC(F)F)C(=O)N)=O 1-(4-fluorophenyl)-6-difluoromethoxy-2-oxo-1,2-dihydropyridine-3-carboxamide